3-(3-methylphenyl)-1-(4-fluorophenyl)prop-2-yn-1-one CC=1C=C(C=CC1)C#CC(=O)C1=CC=C(C=C1)F